dipotassium 2,2'-dithiobisethanesulfonate C(CSSCCS(=O)(=O)[O-])S(=O)(=O)[O-].[K+].[K+]